cis-5-(4-((7-ethyl-6-oxo-5,6-dihydro-1,5-naphthyridin-3-yl)methyl)hexahydrofuro[3,4-b]pyrazin-1(2H)-yl)-N-methylpyridine-2-carboxamide C(C)C=1C(NC=2C=C(C=NC2C1)CN1[C@H]2[C@@H](N(CC1)C=1C=CC(=NC1)C(=O)NC)COC2)=O